((2R,3R,4R,5R)-4-fluoro-3-hydroxy-4-methyl-5-(6-(methylamino)-2-(2-phenylacetamido)-9H-purin-9-yl)tetrahydrofuran-2-yl)methyl isobutyrate C(C(C)C)(=O)OC[C@H]1O[C@H]([C@]([C@@H]1O)(C)F)N1C2=NC(=NC(=C2N=C1)NC)NC(CC1=CC=CC=C1)=O